BrC1=CC=C(C=C1)CC(=O)N1CC2(CC1)C(NC(CC2)=O)=O 2-(2-(4-bromophenyl)acetyl)-2,7-diazaspiro[4.5]decane-6,8-dione